COCCN1C=NC2=C1C=CC(=C2)C(F)(F)F 1-(2-methoxyethyl)-5-(trifluoromethyl)-1H-1,3-benzodiazol